1-(4-(4-((3-chloro-2-fluoro-4-(pyridin-2-ylmethoxy)phenyl)amino)-7H-pyrrolo[2,3-d]pyrimidin-5-yl)piperidin-1-yl)prop-2-en-1-one ClC=1C(=C(C=CC1OCC1=NC=CC=C1)NC=1C2=C(N=CN1)NC=C2C2CCN(CC2)C(C=C)=O)F